4-(4-(7H-pyrrolo[2,3-d]pyrimidin-4-yl)-3,4-dihydro-2H-1,4-thiazin-6-yl)-3,5-dimethylisoxazole N1=CN=C(C2=C1NC=C2)N2CCSC(=C2)C=2C(=NOC2C)C